C1(CC1)C1=NC(=CC(=C1)C1=NN(C=N1)/C=C(/C(=O)O)\C=1C=NC=NC1)C(F)(F)F (2E)-3-{3-[2-cyclopropyl-6-(trifluoromethyl)pyridin-4-yl]-1,2,4-triazole-1-yl}-2-(pyrimidin-5-yl)prop-2-enoic acid